C(CCCCC(=O)O)(=O)O.C(CCCCCO)O hexylene glycol e-adipate